ClC1=C(OC2=C(C=CC3=C2NC(=NS3(=O)=O)NCC3=C(C=C(C=C3)F)F)F)C=CC=C1 5-(2-chlorophenoxy)-3-((2,4-difluorobenzyl)amino)-6-fluoro-4H-benzo[e][1,2,4]thiadiazine 1,1-dioxide